CC=1N=C2NN=CC2=C(N1)CCC1=CN=CC(=N1)CO (6-(2-(3-Methyl-2,4,8,9-tetrazabicyclo[4.3.0]nona-1,3,5,7-tetraen-5-yl)ethyl)-2-pyrazinyl)methanol